2-(4-(((6-(cyclopropyl(2-fluoro-4-(1-methyl-1H-pyrazol-4-yl)benzyl)amino)-5-fluoropyrimidin-4-yl)amino)methyl)-3,4-dihydroxypiperidin-1-yl)acetamide C1(CC1)N(C1=C(C(=NC=N1)NCC1(C(CN(CC1)CC(=O)N)O)O)F)CC1=C(C=C(C=C1)C=1C=NN(C1)C)F